C(O)[N+]1=CC(=CC(=C1)CO)CO 1,3,5-trimethylolpyridinium